3,7-dithia-1,9-nonanedithiol C(CSCCCSCCS)S